2,2-dimethyl-1-(3-dimethylmethoxysilylpropyl)-1-aza-2-silacyclopentane C[Si]1(N(CCC1)CCC[Si](OC)(C)C)C